FC(C1=NNC(=N1)C1CC2(CN(C2)C(=O)N2CC3(C2)CN(C3)CC3=CC=C(C=C3)S(=O)(=O)C(F)(F)F)C1)(F)F [6-[3-(trifluoromethyl)-1H-1,2,4-triazol-5-yl]-2-azaspiro[3.3]heptan-2-yl]-[6-(4-triflylbenzyl)-2,6-diazaspiro[3.3]heptan-2-yl]methanone